N1[C@@H](CCCC1)C(=O)[C@H]1NCCCC1 ((S)-piperidin-2-yl)ketone